3-bromo-1-(3,5-dichloro-2-pyridyl)-4,5-dihydro-1H-pyrazole-5-carboxylic acid BrC1=NN(C(C1)C(=O)O)C1=NC=C(C=C1Cl)Cl